ClC[C@@H](COC1=C(C=C(C=C1)C(C)(C)C1=CC=C(C=C1)OC[C@@H](CN1N=NC(=C1CO)I)O)I)O (R)-1-chloro-3-(4-(2-(4-((R)-2-hydroxy-3-(5-(hydroxymethyl)-4-iodo-1H-1,2,3-triazol-1-yl)propoxy)phenyl)propan-2-yl)-2-iodophenoxy)propan-2-ol